FC1=C2C=CC=NC2=CC(=C1C(C)N1C(C2=CC=CC=C2C1=O)=O)F 2-[1-(5,7-difluoro-6-quinolinyl)ethyl]isoindole-1,3-dione